C(CCCCC)OC1=CC=C(CCN)C=C1 4-n-hexyloxyphenethylamine